2-methyl-N-(quinolin-8-yl)benzamide CC1=C(C(=O)NC=2C=CC=C3C=CC=NC23)C=CC=C1